1-(4-aminobenzyl)-3,4-dimethylpiperazin NC1=CC=C(CN2CC(N(CC2)C)C)C=C1